4-Bromo-7-methoxy-1-(p-tolylsulfonyl)pyrrolo[2,3-c]pyridine-2-carbaldehyde BrC1=C2C(=C(N=C1)OC)N(C(=C2)C=O)S(=O)(=O)C2=CC=C(C=C2)C